8-methylquinazoline-4(3H)-one CC=1C=CC=C2C(NC=NC12)=O